N-(1-(butylsulfonyl)piperidin-4-yl)-N-(cyclopentylmethyl)isoquinoline-3-carboxamide C(CCC)S(=O)(=O)N1CCC(CC1)N(C(=O)C=1N=CC2=CC=CC=C2C1)CC1CCCC1